(3aR,6aS)-5-[[6-(2,4-dimethylpyrazol-3-yl)pyridazin-3-yl]oxy-methyl]-2-[(3-methyl-2-pyridyl)methyl]-3,3a,4,5,6,6a-hexahydro-1H-cyclopenta[c]pyrrole CN1N=CC(=C1C1=CC=C(N=N1)OCC1C[C@@H]2[C@@H](CN(C2)CC2=NC=CC=C2C)C1)C